1-[6-(5-Chloro-2-thienyl)pyrazolo[4,3-b]pyridin-1-yl]butan ClC1=CC=C(S1)C=1C=C2C(=NC1)C=NN2CCCC